C(=C)C1=C(N2C(CC2SC1)=O)C(=O)O 3-(vinyl)-8-oxo-5-thia-1-azabicyclo[4.2.0]oct-2-ene-2-carboxylic acid